C=1N=CN2C1C1=CC=CC=C1[C@H]2[C@H]2[C@@H](CCCCC2)O (1R,2S)-2-((R)-5H-imidazo[5,1-a]isoindol-5-yl)cycloheptan-1-ol